BrC1=NN2C(OCCC2)=C1C(=O)N[C@@H]1C(NC2=C(C(=N1)C1=CC=CC=C1)C=CC=C2F)=O 2-bromo-N-[(3S)-9-fluoro-2-oxo-5-phenyl-1,3-dihydro-1,4-benzodiazepine-3-yl]-6,7-dihydro-5H-pyrazolo[5,1-b][1,3]Oxazine-3-carboxamide